C(CCCCC)(=O)OC[C@H]1O[C@@]([C@@H]2OC(O[C@@H]21)(C)C)(C#N)C2=CC=C1C(=NC=NN12)N ((3aR,4R,6R,6aR)-6-(4-aminopyrrolo[2,1-f][1,2,4]triazin-7-yl)-6-cyano-2,2-dimethyltetrahydrofuro[3,4-d][1,3]dioxol-4-yl)methyl hexanoate